[Si](C)(C)(C(C)(C)C)OCCCOC1=NN(C=C1[N+](=O)[O-])C=1C(=NC(=CC1)C)C 3-(3-(3-((tert-butyldimethylsilyl)oxy)propoxy)-4-nitro-1H-pyrazol-1-yl)2,6-dimethylpyridine